(2S,3R)-2-[(2,3'-difluoro-5'-methyl[1,1'-biphenyl]-3-yl)methyl]-3-[(dimethyl-sulfamoyl)amino]-4,4-difluoro-N,N-dimethylpyrrolidine-1-carboxamide FC1=C(C=CC=C1C[C@@H]1N(CC([C@@H]1NS(N(C)C)(=O)=O)(F)F)C(=O)N(C)C)C1=CC(=CC(=C1)C)F